C(#N)C(C(=O)F)(F)F 2-cyano-2,2-difluoroacetyl fluoride